C(CC)N[C@@H](CC(=O)O)C(=O)O N-propylaspartic acid